1-[({1-[5-(difluoromethyl)(1,3,4-thiadiazol-2-yl)]-4-(7-oxa-3,9-diaza-bicyclo[3.3.1]non-3-yl)-1H-indazol-6-yl}sulfonyl)amino]cyclopropanecarbonitrile FC(C1=NN=C(S1)N1N=CC2=C(C=C(C=C12)S(=O)(=O)NC1(CC1)C#N)N1CC2COCC(C1)N2)F